Cl.FC1=CC=C(C=C1)NC1N(C(=NC(=N1)N)N1CCOCC1)C1=CC=CC=C1 N-(4-Fluorophenyl)-6-morpholin-4-yl-N1-phenyl-[1,3,5]triazine-2,4-diamine hydrochloride